[Ca+2].OC(CC(=O)[O-])C.OC(CC(=O)[O-])C beta-hydroxybutyric acid calcium salt